FC1=CC=C(C=C1)C(=O)C1CCN(CC1)S(=O)(=O)C1=CC=C(C=C1)NC(NCC=1C=NC=CC1)=O 3-(4-{4-[(4-fluorophenyl)carbonyl]piperidine-1-sulfonyl}phenyl)-1-(pyridin-3-ylmethyl)urea